COC1=CC=C(C=C1)CCCCC1O[Te]CCC1 (p-methoxyphenyl)n-butyltelluroxane